COC1=C(C=CC(=C1)S(=O)(=O)C)NC1=CC=NC2=CC(=CC=C12)C N-(2-methoxy-4-(methylsulfonyl)phenyl)-7-methylquinolin-4-amine